tert-Butyl 4-((4-((4-(1-(2,2,2-trifluoroethyl)-1H-pyrazol-4-yl)-5-(trifluoromethyl)-pyrimidin-2-yl)amino)piperidin-1-yl)sulfonyl)piperidine-1-carboxylate FC(CN1N=CC(=C1)C1=NC(=NC=C1C(F)(F)F)NC1CCN(CC1)S(=O)(=O)C1CCN(CC1)C(=O)OC(C)(C)C)(F)F